C(C1=CC=CC=C1)N1C(C(=CC(=C1)C(=O)NC[C@H]1C[C@H](CCC1)O)C(=O)NC)=O |r| (+/-)-1-benzyl-N5-(((1r,3s)-3-hydroxycyclohexyl)methyl)-N3-methyl-2-oxo-1,2-dihydropyridine-3,5-dicarboxamide